ethyl 3-(2-(allyloxy)-3,5,6-trichlorophenyl)-4-nitrobutanoate C(C=C)OC1=C(C(=C(C=C1Cl)Cl)Cl)C(CC(=O)OCC)C[N+](=O)[O-]